1-methyl-5-oxo-N-(2-(thiophen-2-ylmethyl)butyl)-4,5-dihydro-1H-1,2,4-triazole-3-carboxamide CN1N=C(NC1=O)C(=O)NCC(CC)CC=1SC=CC1